S-Oxymethionine CS(=O)CCC(C(=O)O)N